4-[3-[2,6-dichloro-4-(2-methoxyethoxy)benzoyl]-2,4-dihydro-1,3-benzoxazin-8-yl]-5-fluoro-2-(3-Oxa-8-azabicyclo[3.2.1]octan-8-yl)benzoic acid ClC1=C(C(=O)N2COC3=C(C2)C=CC=C3C3=CC(=C(C(=O)O)C=C3F)N3C2COCC3CC2)C(=CC(=C1)OCCOC)Cl